N(=C=O)CCCN=C=O γ-isocyanatopropyl Isocyanate